N-[(4-methoxyphenyl)methyl]-4-phenyl-N-[4-(trifluoromethoxy)phenyl]piperidine-4-sulfonamide COC1=CC=C(C=C1)CN(S(=O)(=O)C1(CCNCC1)C1=CC=CC=C1)C1=CC=C(C=C1)OC(F)(F)F